1,2-bis((11-azidoundecyl)oxy)benzene N(=[N+]=[N-])CCCCCCCCCCCOC1=C(C=CC=C1)OCCCCCCCCCCCN=[N+]=[N-]